C[C@H]1CN(CCC1)C1CCN(CC1)C(=O)C1=CN=C(S1)NC(CC#N)C1=NC=CC=C1 3-[(5-{[(3R)-3-methyl[1,4'-bipiperidine]-1'-yl]carbonyl}-1,3-thiazol-2-yl)amino]-3-(pyridin-2-yl)propanenitrile